NC([C@@H](CCC(=O)OC(C)(C)C)N1C(C2=CC=C(C=C2C1)OC(CN1CCC(CC1)=O)C)=O)=O tert-butyl (4R)-5-amino-5-oxo-4-(1-oxo-5-((1-(4-oxopiperidin-1-yl)propan-2-yl)oxy) isoindolin-2-yl)pentanoate